Ethyl decadienoat C(C=CC=CCCCCC)(=O)OCC